COC1=CC=C(C=C1)S(=NC(C1=NC=C(C=C1)C1=NOC(=N1)C(F)(F)F)=O)(=O)C N-((4-methoxyphenyl)(methyl)(oxo)-λ6-sulfaneylidene)-5-(5-(trifluoromethyl)-1,2,4-oxadiazol-3-yl)picolinamide